2-(hydroxyimino)-5-octyl-2,3-dihydro-1H-inden-1-one ON=C1C(C2=CC=C(C=C2C1)CCCCCCCC)=O